CC1(OC2=NC=CC(=C2)B2OC(C(O2)(C)C)(C)C)CC=CC=C1 2-(1-methylphenoxy)-4-(4,4,5,5-Tetramethyl-1,3,2-dioxaborolan-2-yl)pyridine